4-((2-(3-cyclohexylpropanoyl)-1-(((1-((2,4-dimethoxybenzyl)amino)isoquinolin-5-yl)amino)methyl)-2-azabicyclo[2.1.1]hexan-4-yl)methoxy)-1-methylpyridin-2(1H)-one C1(CCCCC1)CCC(=O)N1C2(CC(C1)(C2)COC2=CC(N(C=C2)C)=O)CNC2=C1C=CN=C(C1=CC=C2)NCC2=C(C=C(C=C2)OC)OC